N-(4-(4-((5-(cyanomethyl)pyridin-2-yl)amino)-5-oxo-5,6-dihydro-1,6-naphthyridin-2-yl)-3-fluorophenyl)cyclohexanecarboxamide C(#N)CC=1C=CC(=NC1)NC1=CC(=NC=2C=CNC(C12)=O)C1=C(C=C(C=C1)NC(=O)C1CCCCC1)F